ClS(=O)(=O)CCC1=CC=C(C(=O)OC)C=C1 methyl 4-(2-chlorosulfonylethyl)benzoate